C(#C)C1=NC(=CC(=N1)C1=NC=2C=CC3=C(C2C=C1)C1=C(S3)CN[C@@H](CN1)C)CO (R)-3-(2-ethynyl-6-(hydroxymethyl)pyrimidin-4-yl)-10-methyl-9,10,11,12-tetrahydro-8H-[1,4]diazepino[5',6':4,5]thieno[3,2-f]quinolin